N-(2-chloro-5-(3-((1R,2S)-2-fluorocyclopropyl)-1,2,4-oxadiazol-5-yl)phenyl)-7-((2-hydroxyethoxy)methyl)imidazo[1,2-a]pyridine-3-carboxamide ClC1=C(C=C(C=C1)C1=NC(=NO1)[C@@H]1[C@H](C1)F)NC(=O)C1=CN=C2N1C=CC(=C2)COCCO